FC=1C=C2CN(CC2=CC1)C(=O)NC1=CC=C(C=C1)C=1CCN(CC1)C(C(C)(C)OCCOCCOC)=O 5-FLUORO-N-(4-(1-(2-(2-(2-METHOXYETHOXY)ETHOXY)-2-METHYLPROPANOYL)-1,2,3,6-TETRAHYDROPYRIDIN-4-YL)PHENYL)ISOINDOLINE-2-CARBOXAMIDE